[1,2,4]-triazole N1N=CN=C1